[Cl-].C(C(=C)C)(=O)OCC[N+](CC)(CC)CC 2-methacryloxyethyl-triethyl-ammonium chloride